N=1C=CC(CC1)=O pyridin-4(5H)-one